7-((diethoxyphosphoryl)methyl)-5-fluoro-2-naphthoic acid C(C)OP(=O)(OCC)CC1=CC(=C2C=CC(=CC2=C1)C(=O)O)F